[F-].C(CCCC)[NH+]1C(CCCC1)CCCC 1-Pentyl-2-butylpiperidinium fluorid